1-((1-Cyanopyrrolidin-3-yl)methyl)-3-(4-(trifluoromethyl)phenyl)urea C(#N)N1CC(CC1)CNC(=O)NC1=CC=C(C=C1)C(F)(F)F